CN1N=C2N(C3=CC=C(C=C3C2=C1)C(=O)NCCOCCOCCNC(=O)CCOCCC(=O)OC(C)(C)C)C1=CC=C(C=C1)C(F)(F)F tert-butyl 3-{2-[(2-{2-[2-({2-methyl-8-[4-(trifluoromethyl)phenyl]-2H,8H-pyrazolo[3,4-b]indol-5-yl}formamido)ethoxy]ethoxy}ethyl)carbamoyl]ethoxy}propanoate